[SH+]1C2=C(C=C1)C=CC=C2 1H-benzo[b]thiophen-1-ium